3-[(4-amino-3-tolyl)azo]benzenesulfonic acid NC1=C(C=C(C=C1)C)N=NC=1C=C(C=CC1)S(=O)(=O)O